FC=1C(=CC(=NC1)CN1[C@@H](CN(CC2=C1C=CC=C2C)S(=O)(=O)C(F)(F)F)C2=CC=C(C=C2)F)N (R)-5-fluoro-2-((2-(4-fluorophenyl)-6-methyl-4-((trifluoromethyl)sulfonyl)-2,3,4,5-tetrahydro-1H-benzo[e][1,4]diazepin-1-yl)methyl)pyridin-4-amine